2,6-diiodoaniline IC1=C(N)C(=CC=C1)I